The molecule is a phosphatidylcholine 38:1 in which the acyl groups specified at positions 1 and 2 are hexadecanoyl and (13Z)-docosenoyl respectively. It derives from a hexadecanoic acid and an erucic acid. CCCCCCCCCCCCCCCC(=O)OC[C@H](COP(=O)([O-])OCC[N+](C)(C)C)OC(=O)CCCCCCCCCCC/C=C\\CCCCCCCC